O=C1OC=CC=C1 2-oxo-2H-pyran